[2-[(6-chloro-2-methyl-1,3-benzoxazol-5-yl)methyl]-4,4-dimethyl-3-oxo-isoxazolidin-5-yl] 2-methylpropanoate CC(C(=O)OC1C(C(N(O1)CC=1C(=CC2=C(N=C(O2)C)C1)Cl)=O)(C)C)C